tert-butyl (2R,4R)-2-(((S)-1-((4-(N-((benzyloxy)carbonyl)carbamimidoyl) benzyl)amino)-1-oxopropan-2-yl)carbamoyl)-4-(m-tolyl)pyrrolidine-1-carboxylate C(C1=CC=CC=C1)OC(=O)NC(=N)C1=CC=C(CNC([C@H](C)NC(=O)[C@@H]2N(C[C@H](C2)C=2C=C(C=CC2)C)C(=O)OC(C)(C)C)=O)C=C1